(2S)-2-{[(3-cyanophenyl)methyl]amino}-5,5-dimethylhexanoic acid C(#N)C=1C=C(C=CC1)CN[C@H](C(=O)O)CCC(C)(C)C